S1C=NC(=C1)C1NCCC2=CC=CC(=C12)O (thiazol-4-yl)-1,2,3,4-tetrahydroisoquinolin-8-ol